2-(1-(1-((1R,5S)-bicyclo[3.3.1]nonan-9-yl)piperidin-4-yl)-2-oxoindolin-3-yl)-N-methoxyacetamide C12CCCC(CCC1)C2N2CCC(CC2)N2C(C(C1=CC=CC=C21)CC(=O)NOC)=O